12-methacryloylaminododecyl-methyldimethoxysilane C(C(=C)C)(=O)NCCCCCCCCCCCC[Si](OC)(OC)C